3-chloro-2,6-difluoro-N-(6-fluoro-2-pyridyl)-4-[3-methoxy-3-(1,3,3-trimethylpyrrolidin-2-yl)pyrrolidin-1-yl]benzenesulfonamide ClC=1C(=C(C(=CC1N1CC(CC1)(C1N(CCC1(C)C)C)OC)F)S(=O)(=O)NC1=NC(=CC=C1)F)F